N1=CN=CC(=C1)C(CC(=O)O)N1N=C(C=C1)CCCC1=NC=2NCCCC2C=C1 3-(pyrimidin-5-yl)-3-(3-(3-(5,6,7,8-tetrahydro-1,8-naphthyridin-2-yl)propyl)-1H-pyrazol-1-yl)propanoic acid